C(C1=CC=CC=C1)NC=1C(C2=C(NC(=N2)C)C(C1Cl)=O)=O 5-(benzylamino)-6-chloro-2-methyl-1H-benzo[d]imidazole-4,7-dione